4-{[6-(4-methylpiperazin-1-yl)pyridin-2-yl]oxy}-2-nitroaniline CN1CCN(CC1)C1=CC=CC(=N1)OC1=CC(=C(N)C=C1)[N+](=O)[O-]